C(C)OC1=CC=CC(=N1)N1C=NC=2C1=NC=C(N2)NCC2=CC=C(C=C2)OC 6-ethoxypyridin-2-yl-N-(4-methoxybenzyl)-1H-imidazo[4,5-b]pyrazin-5-amine